BrC=1C=CC(=NC1)C1(CCOCC1)C#N 4-(5-bromo-2-pyridyl)tetrahydropyran-4-carbonitrile